3-[3-methyl-3-(4-fluorophenyl)-3,4-dihydroisoquinolin-1-yl]quinoline CC1(N=C(C2=CC=CC=C2C1)C=1C=NC2=CC=CC=C2C1)C1=CC=C(C=C1)F